NC1=CC(=C(C(=O)OCC)C=C1)C=1C2=CC=C(C=C2OC2=CC(C=CC12)=O)O ethyl 4-amino-2-(6-hydroxy-3-oxo-xanthen-9-yl)-benzoate